9-[[4-(4-nitrophenyl)piperazin-1-yl]methyl]-3-azaspiro[5.5]undecan-9-ol [N+](=O)([O-])C1=CC=C(C=C1)N1CCN(CC1)CC1(CCC2(CCNCC2)CC1)O